N1CCC2=CC(=CC=C12)C1=CC=C(C2=CC=CC=C12)C(=O)O 4-(indoline-5-yl)-1-naphthoic acid